CC1=C(C=2N(C=C1C=1NC3=CC=C(C=C3C1C(C)C)C1CCN(CC1)C(CCNCC(C)(C)C)=O)N=CN2)C 1-(4-(2-(7,8-dimethyl-[1,2,4]triazolo[1,5-a]pyridin-6-yl)-3-isopropyl-1H-indol-5-yl)piperidin-1-yl)-3-(neopentylamino)propan-1-one